BrC=1C=C(C=CC1)S(=O)(=O)C=1C=C(N(C1C)C)C(=O)OCC ethyl 4-(3-bromophenyl)sulfonyl-1,5-dimethyl-pyrrole-2-carboxylate